N1C=C(N=CC2=C1C=CC=C2)C(=O)O 1H-1,4-Benzodiazepine-3-carboxylic acid